N-(2,3-dihydro-1,4-benzoxazin-4-yl)-4-(3-hydroxyazetidin-1-yl)-8-(2,3,5-trifluorophenyl)quinoline O1CCN(C2=C1C=CC=C2)N2CC=C(C1=CC=CC(=C21)C2=C(C(=CC(=C2)F)F)F)N2CC(C2)O